C(C=C)(=O)OCCCCCCC[Si](C)(C)Cl acryloxyheptylchlorodimethylsilane